1-chloro-2-(cyclopropylmethylene)benzene ClC1C(C=CC=C1)=CC1CC1